1-methylspiro[azetidine-3,2'-indoline] CN1CC2(NC3=CC=CC=C3C2)C1